1'-((2,3-dihydrobenzofuran-5-yl)sulfonyl)-3-methyl-1',2',3',6'-tetrahydro-[2,4'-bipyridine]-5-carbonitrile O1CCC2=C1C=CC(=C2)S(=O)(=O)N2CCC(=CC2)C2=NC=C(C=C2C)C#N